C(C)(C)(C)OC(=O)N1[C@@H](COCC1)C=1C=C(C=C2CCNCC12)C=1C=C2C(=NC1)N(C=C2C)C(=O)OC(C)(C)C (R)-3-(6-(1-(t-Butoxycarbonyl)-3-methyl-1H-pyrrolo[2,3-b]pyridin-5-yl)-1,2,3,4-tetrahydroisoquinolin-8-yl)morpholine-4-carboxylic acid tert-butyl ester